α-methylacrylic acid CC(C(=O)O)=C